CS(=O)(=O)O[C@@H]1CN(CCC1)C(=O)OC(C)(C)C tert-butyl (3s)-3-(methanesulfonyloxy)piperidine-1-carboxylate